2-(4-((4-(4-isopropylphenyl)-5-oxo-4,5-dihydro-1H-1,2,4-triazol-1-yl)methyl)-2,6-dimethylphenoxy)-2-methylpropanoic acid C(C)(C)C1=CC=C(C=C1)N1C=NN(C1=O)CC1=CC(=C(OC(C(=O)O)(C)C)C(=C1)C)C